CCCCCCCCCCCCCCCCCC(=O)OC[C@H](COP(=O)(O)OC[C@@H](C(=O)O)N)OC(=O)CC/C=C\\C/C=C\\C/C=C\\C/C=C\\C/C=C\\C/C=C\\CC The molecule is a 3-sn-phosphatidyl-L-serine in which the phosphatidyl acyl groups at positions 1 and 2 are specified as octadecanoyl and (4Z,7Z,10Z,13Z,16Z,19Z)-docosahexaenoyl respectively. It derives from an all-cis-docosa-4,7,10,13,16,19-hexaenoic acid. It is a conjugate acid of a 1-octadecanoyl-2-(4Z,7Z,10Z,13Z,16Z,19Z-docosahexaenoyl)-sn-glycero-3-phosphoserine(1-).